14-chloro-5,20-difluoro-15-hydroxy-17,17-dioxo-10-oxa-17λ6-thia-18-azatetracyclo[17.3.1.112,16.02,7]tetracosan-1(22),2(7),3,5,12,14,16(24),19(23),20-nonaen-11-one ClC=1C=C2C(OCCC=3C=C(C=CC3C3=CC=C(C(NS(C(C1O)=C2)(=O)=O)=C3)F)F)=O